tert-butyl (2S,4R)-2-((1-(2,2-difluoroethyl)-1H-pyrazol-3-yl)carbamoyl)-4-fluoropyrrolidine-1-carboxylate FC(CN1N=C(C=C1)NC(=O)[C@H]1N(C[C@@H](C1)F)C(=O)OC(C)(C)C)F